4-(5-chloropyrazin-2-yl)piperazin-2-one tert-butyl-4-chloro-7-((5-(1-methyl-2-oxopyrrolidin-3-yl)pyridin-2-yl)amino)-1-oxoisoindoline-2-carboxylate C(C)(C)(C)OC(=O)N1C(C2=C(C=CC(=C2C1)Cl)NC1=NC=C(C=C1)C1C(N(CC1)C)=O)=O.ClC=1N=CC(=NC1)N1CC(NCC1)=O